trans-N-(3-amino-2,4-difluorophenyl)-5-(3-(3-bromo-2,5-difluorophenyl)-2,2-dichloropropane-1-carboxamido)-2-chlorobenzamide NC=1C(=C(C=CC1F)NC(C1=C(C=CC(=C1)NC(=O)CC(CC1=C(C(=CC(=C1)F)Br)F)(Cl)Cl)Cl)=O)F